N-(1-(4-(tert-butyl)phenyl)-6-(6-methoxypyridin-3-yl)-1H-pyrazolo[3,4-d]pyrimidin-4-yl)-5-nitrothiophene-2-carboxamide C(C)(C)(C)C1=CC=C(C=C1)N1N=CC=2C1=NC(=NC2NC(=O)C=2SC(=CC2)[N+](=O)[O-])C=2C=NC(=CC2)OC